2-((Tert-butoxycarbonyl)amino)pyrazolo[1,5-a]pyrimidine-3-carboxylic acid C(C)(C)(C)OC(=O)NC1=NN2C(N=CC=C2)=C1C(=O)O